[PH4+].C1(=CC=CC=C1)C(OC1=CC(=CC(=C1C(C1=CC=C(C=C1)C)OS(=O)(=O)C(F)(F)F)OC)OC)(C1=CC=CC=C1)C1=CC=CC=C1 triphenyl-(p-tolyl-(2,4,6-trimethoxyphenyl)methyl)trifluoromethanesulfonic acid phosphonium